N-octylpiperidinium methanesulfonate CS(=O)(=O)[O-].C(CCCCCCC)[NH+]1CCCCC1